CN1C(=CC=C1)C(=O)[O-] 1-methyl-pyrrole-2-carboxylate